5-[(S)-1-(2,6-Dimethyl-phenyl)-pyrrolidin-3-yl]-2-methyl-7-(2-trifluoromethyl-benzyl)-2,4,5,7-tetrahydro-pyrazolo[3,4-d]pyrimidin-6-on CC1=C(C(=CC=C1)C)N1C[C@H](CC1)N1C(N(C=2C(C1)=CN(N2)C)CC2=C(C=CC=C2)C(F)(F)F)=O